5-(3-ethoxypyridazin-4-yl)-1-isopropyl-3-methyl-1H-pyrazolo[4,3-b]pyridin-7-amine C(C)OC=1N=NC=CC1C1=CC(=C2C(=N1)C(=NN2C(C)C)C)N